Morpholinyl-methanone N1(CCOCC1)C=O